1-Hydroxymethylpseudouridine OCN1C=C([C@H]2[C@H](O)[C@H](O)[C@@H](CO)O2)C(NC1=O)=O